4,4-dimethyl-1,2-oxazolidin-3-on CC1(C(NOC1)=O)C